ClC=1C2=C(N=C(N1)CC(C(=O)N)(C)C)NC=C2[N+](=O)[O-] (4-chloro-5-nitro-7H-pyrrolo[2,3-d]pyrimidin-2-yl)pivalamide